deutero-fluoropropyl-tropane [2H]C1[C@]2(CC[C@@H](CC1)N2C)CCCF